NC1=C2C(=NC=N1)N(N=C2C2=CC=C(C=C2)OC2=CC=CC=C2)C2CCN(CC2)CC=2C(=NC=NC2)N2C(NC(CC2)=O)=O 1-(5-((4-(4-amino-3-(4-phenoxyphenyl)-1H-pyrazolo[3,4-d]pyrimidin-1-yl)piperidin-1-yl)methyl)pyrimidin-4-yl)dihydropyrimidine-2,4(1H,3H)-dione